COC=1C=C2C(C=C(OC2=CC1)C1=CC=C(C=C1)OC1CCOCC1)=O 6-methoxy-2-(4-((tetrahydro-2H-pyran-4-yl)oxy)phenyl)-4H-chromen-4-one